ClC1=C(C=CC(=C1)Cl)C=1N=C2N=C3N(C=C2N1)CCCC3 (2,4-dichlorophenyl)-5,6,7,8-tetrahydropyrido[1,2-a]purine